Cl.Cl.N[C@H](C)C1CCC(CC1)C(=O)NC1=CC=NC=C1 4-[(1R)-1-Aminoethyl]-N-4-pyridinylcyclohexanecarboxamide dihydrochloride